(S)-2-((((9H-fluoren-9-yl)methoxy)carbonyl)amino)-3-(3'-(tert-butoxycarbonyl)-[1,1'-biphenyl]-3-yl)propanoic acid C1=CC=CC=2C3=CC=CC=C3C(C12)COC(=O)N[C@H](C(=O)O)CC=1C=C(C=CC1)C1=CC(=CC=C1)C(=O)OC(C)(C)C